8-mercapto-1,7-dimethyl-1H-purine-2,6(3H,7H)-dione SC1=NC=2NC(N(C(C2N1C)=O)C)=O